N1(N=NC=C1)[C@H](C)C=1NC(C=2SC(=C3OCCCC1C23)C=2C=NNC2)=O (R)-5-(1-(1H-1,2,3-triazol-1-yl)ethyl)-1-(1H-pyrazol-4-yl)-4,6,7,8-tetrahydro-3H-9-oxa-2-thia-4-azabenzo[cd]azulen-3-one